6-(2,4-difluorophenoxy)-2-(methylthio)-8-(tetrahydrofuran-3-yl)pyrido[2,3-d]pyrimidin-7(8H)-one FC1=C(OC2=CC3=C(N=C(N=C3)SC)N(C2=O)C2COCC2)C=CC(=C1)F